C1C(CC2=CC=CC=C12)NC1=NC=C(C=N1)C1=NN=CO1 5-(2-((2,3-dihydro-1H-inden-2-yl)amino)pyrimidin-5-yl)-1,3,4-oxadiazole